(4-(8-methoxy-4-oxo-2-(trifluoromethyl)-4H-pyrido[1,2-a]pyrimidin-3-yl)phenyl)acetonitrile COC1=CC=2N(C(C(=C(N2)C(F)(F)F)C2=CC=C(C=C2)CC#N)=O)C=C1